[Br-].[Br-].C(CCCCCCC)C=1C(=C(C=CC1C1=CC=NC=C1)C1=CC=C(C=C1)C1=CC=NC=C1)CCCCCCCC di-octyl-bis(4-pyridyl)biphenyl dibromide